C(C)OC(C=C(CCC=C(C)C)C)=O 3,7-dimethyl-2,6-octadienoic acid ethyl ester